1-(4-((4-((6-(furan-2-yl)-3-methoxy-pyridazin-4-yl)amino)-7-methoxy-quinazolin-6-yl)oxy)piperidin-1-yl)prop-2-en-1-one O1C(=CC=C1)C1=CC(=C(N=N1)OC)NC1=NC=NC2=CC(=C(C=C12)OC1CCN(CC1)C(C=C)=O)OC